COC(=O)C=1N=C(OC1C)CCCC1=CC=CC=C1 5-Methyl-2-(3-phenylpropyl)oxazole-4-carboxylic acid methyl ester